C(C)(C)(C)C1=CC=C(C=C1)NC1CCC(CC1)C=CC(=O)N 3-(4-((4-(tert-butyl)phenyl)amino)cyclohexyl)acrylamide